5-Methoxy-2,2-dimethyl-N-(3-methyl-1H-indazol-6-yl)-2H-chromen-6-carboxamide COC1=C2C=CC(OC2=CC=C1C(=O)NC1=CC=C2C(=NNC2=C1)C)(C)C